FC1(OC2=C(O1)C=C(C(=C2)C(=O)NC2=CC(=C(C=C2)F)C(F)(F)F)NC(C2=C(C=CC(=C2)C2=NOC1(C2)CNCC1)OC)=O)F 2,2-difluoro-N-(4-fluoro-3-(trifluoromethyl)phenyl)-6-(2-methoxy-5-(1-oxa-2,7-diazaspiro[4.4]non-2-en-3-yl)benzamido)benzo[d][1,3]dioxole-5-carboxamide